(3-phenylamino-2-propenylidene)aniline C1(=CC=CC=C1)NC=CC=NC1=CC=CC=C1